2-Bromo-6-(1-(2-chloro-5-fluorophenyl)vinyl)-N-methylaniline BrC1=C(NC)C(=CC=C1)C(=C)C1=C(C=CC(=C1)F)Cl